CC1=C(C=CC=C1C)N1CCN(CC1)C(CN1N=C(C2=C1C[C@@H]1[C@H]2C1)C(=O)N1C(CCCC1)C(C)(C)O)=O 1-[4-(2,3-Dimethylphenyl)piperazin-1-yl]-2-{(3bR,4aR)-3-[2-(2-hydroxypropan-2-yl)piperidin-1-carbonyl]-3b,4,4a,5-tetrahydro-1H-cyclopropa[3,4]cyclopenta[1,2-c]pyrazol-1-yl}ethan-1-on